N1(N=CC=C1)CC1=CC2=C(C(=NO2)NS(=O)(=O)C2=C(C=CC=C2OC)OC)C(=C1)OC(F)F N-(6-((1H-pyrazol-1-yl)methyl)-4-(difluoromethoxy)benzo[d]isoxazol-3-yl)-2,6-dimethoxybenzenesulfonamide